5,7-dihydrodibenzooxepine C1=CC=CC2=C1C1=C(CCO2)C=CC=C1